C(C1=CC=CC=C1)N(C1C(CN(C1)CC(C)(O)C)(F)F)CC1=CC=CC=C1 1-[4-(dibenzylamino)-3,3-difluoropyrrolidin-1-yl]-2-methylpropan-2-ol